6-isopropoxy-2-(1-methyl-2-oxabicyclo[2.1.1]hexan-4-yl)-2H-pyrazolo[3,4-b]pyridine C(C)(C)OC=1C=CC=2C(N1)=NN(C2)C21COC(C2)(C1)C